C(CCC(=O)[O-])(=O)OC[C@@H]1CNC[C@@H](O1)N1C(NC(C(=C1)C)=O)=O {(2S,6R)-6-(5-methyl-2,4-dioxo-3,4-dihydropyrimidin-1(2H)-yl)morpholin-2-yl}methyl succinate